OCCCN1C=2C=CC=CC2C(C2=CC=CC=C12)=O 10-(3-hydroxypropyl)acridin-9(10H)-one